O=C1NC(CCC1N1C(N(C2=C1C=CC(=C2)CCCOCCOCC(=O)O)C)=O)=O 2-[2-[3-[1-(2,6-Dioxo-3-piperidyl)-3-methyl-2-oxo-benzimidazol-5-yl]propoxy]ethoxy]-acetic acid